C1(CCC1)N1C[C@@H]2[C@H](C1)CC(C2)N2CCC(CC2)C2=CC(=C1C(=N2)N(C(=N1)C=1C=C(C=2N(C1)N=CN2)OC)C)C 5-(1-((3ar,5s,6as)-2-cyclobutyl-octahydrocyclopenta[c]pyrrol-5-yl)piperidin-4-yl)-2-(8-methoxy-[1,2,4]triazolo[1,5-a]pyridin-6-yl)-3,7-dimethyl-3H-imidazo[4,5-b]pyridine